1-amino-3-(1H-imidazol-4-yl)-1-oxopropan NC(CCC=1N=CNC1)=O